1-carboxymethylthymine C(=O)(O)CN1C(=O)NC(=O)C(C)=C1